C(C)OC(=O)C=1N=CN(C1)CC=1C(=NC(=CC1)N1CC2(CC2)C1)C=C 1-[(6-{5-Azaspiro[2.3]hex-5-yl}-2-vinylpyridin-3-yl)methyl]-1H-imidazole-4-carboxylic acid ethyl ester